2-(2-(2-(2,6-dichlorophenyl)propan-2-yl)-1-(3'-fluoro-4'-(hydroxy-methyl)-5'-(methylsulfonyl)biphenyl-4-yl)-1H-imidazol-4-yl)propan-2-ol ClC1=C(C(=CC=C1)Cl)C(C)(C)C=1N(C=C(N1)C(C)(C)O)C1=CC=C(C=C1)C1=CC(=C(C(=C1)S(=O)(=O)C)CO)F